ClC=1C=C(CN2CC=3C(N(C=4N(C3CC2)C=CN4)CC4=CC=CC=2OCOCC24)=O)C=CC1 7-(3-chlorobenzyl)-4-([1,3]benzodioxan-5-ylmethyl)-6,7,8,9-tetrahydroimidazo[1,2-a]pyrido[3,4-e]pyrimidin-5(4H)-one